tert-butyl (R)-7-((2-fluoro-4'-(methoxycarbonyl)-[1,1'-biphenyl]-4-yl)oxy)-6-hydroxy-1-methyl-1-(2-oxo-2-(thiazol-2-ylamino)ethyl)-3,4-dihydroisoquinoline-2(1H)-carboxylate FC1=C(C=CC(=C1)OC1=C(C=C2CCN([C@@](C2=C1)(CC(NC=1SC=CN1)=O)C)C(=O)OC(C)(C)C)O)C1=CC=C(C=C1)C(=O)OC